2-acetyl-furfural C(C)(=O)C1(C=O)CC=CO1